FC1=CC=C(CN2CCCC2)C=C1 (4-fluorobenzyl)-pyrrolidin